FC1=C(C=CC=C1)C1NC2=CC=CC=C2C(N1CCCCCCCC(=O)NO)=O 8-(2-(2-fluorophenyl)-4-oxo-1,4-dihydroquinazolin-3(2H)-yl)-N-hydroxyoctanoamide